C(N)(=O)C1CCC(CC1)N1C2=NC(=NC=C2N=C1NC1=C(C=C(C=C1Cl)Cl)Cl)N[C@H]1CN(CCC1)C(=O)NC1=CC=CC=C1 (R)-3-(9-((1s,4S)-4-carbamoylcyclohexyl)-8-(2,4,6-trichlorophenylamino)-9H-purin-2-ylamino)-N-phenylpiperidine-1-carboxamide